C1(CC2C(CC1)O2)CC(C(=O)O)(CCCC(=O)O)CC2CC1C(CC2)O1 di(3,4-epoxycyclohexyl-methyl)adipic acid